3-sulpho-propylmethacrylate S(=O)(=O)(O)CCCOC(C(=C)C)=O